CN1N=CC(=C1)NC(=O)C=1N=C(SC1)C=1C=NNC1 N-(1-methyl-1H-pyrazol-4-yl)-2-(1H-pyrazol-4-yl)thiazole-4-carboxamide